N-((5-chloro-6-((5-cyclopropylisoxazol-3-yl)methoxy)-1H-indol-2-yl)methyl)-1-methylcyclopropane-1-carboxamide ClC=1C=C2C=C(NC2=CC1OCC1=NOC(=C1)C1CC1)CNC(=O)C1(CC1)C